N-((2-(6-(4-hydroxy-4-(trifluoromethyl)piperidin-1-yl)pyridin-2-yl)-1,6-naphthyridin-7-yl)methyl)-5-(methylsulfonyl)nicotinamide OC1(CCN(CC1)C1=CC=CC(=N1)C1=NC2=CC(=NC=C2C=C1)CNC(C1=CN=CC(=C1)S(=O)(=O)C)=O)C(F)(F)F